N[C@H](C(=O)O)CSCC1=C(C=CC=C1)[N+](=O)[O-] (2R)-2-amino-3-[(2-nitrobenzyl)sulfanyl]propanoic acid